(3-chloro-4-fluorophenyl)-6-hydroxy-7-methoxyquinazolin-4-amine ClC=1C=C(C=CC1F)C1=NC2=CC(=C(C=C2C(=N1)N)O)OC